OC(C#CC=1C2=C(C(N(C1)C)=O)NC(=C2C(=O)OC(CCCC)(C)C)C)(C)C 1,1-dimethylpentyl 4-(3-hydroxy-3-methyl-but-1-ynyl)-2,6-dimethyl-7-oxo-1H-pyrrolo[2,3-c]pyridine-3-carboxylate